COCCOCC(=O)NC1=C(C=C(C=C1)NC=1N=CC2=C(N1)CN(CC2)C2=C(C1=C(OCCN1C(=O)OC(C)(C)C)N=C2)C)C tert-butyl 7-[2-({4-[2-(2-methoxyethoxy) acetamido]-3-methylphenyl} amino)-5H,6H,7H,8H-pyrido[3,4-d]pyrimidin-7-yl]-8-methyl-1H,2H,3H-pyrido[2,3-b][1,4]oxazine-1-carboxylate